C(CCCCC)C1C(CCC1)=O 2-hexyl-1-cyclopentanone